FC=1C=C(C=CC1)C1=NC(=CC2=C1N=CN(C2=O)[C@H](CO)C)C2=CC=C(C=C2)C (S)-8-(3-fluorophenyl)-3-(1-hydroxypropan-2-yl)-6-(p-tolyl)pyrido[3,4-d]pyrimidin-4(3H)-one